COC([C@@H](NC(=O)OC(C)(C)C)COC(=O)OCC1=CC=CC=C1)=O O-((benzyloxy)carbonyl)-N-(tert-butoxycarbonyl)-L-serine methyl ester